C1(CC1)C(=O)N1CCC(C1)OCC1=NN(N=C1)C (cyclopropanecarbonyl)-4-((2-methyl-2H-1,2,3-triazol-4-yl)methoxy)pyrrolidin